FC=1C=C(C=CC1)C[C@H](C(=O)NC1=CC=C(C=C1)C1=CC=NC=C1)NCCCOCCOC (R)-3-(3-Fluorophenyl)-2-((3-(2-methoxyethoxy)propyl)amino)-N-(4-(pyridin-4-yl)phenyl)propanamide